C1(CCCCCC1)N(C(C(CCC)NS(=O)(=O)C1=CC=C(C=C1)OC(F)(F)F)=O)C N-cycloheptyl-N-methyl-2-((4-(trifluoromethoxy)phenyl)sulfonamido)pentanamide